BrC1=CC=C(S1)C=C1C(NC(C(N1)=O)=CC=1SC(=CC1)Br)=O 3,6-bis((5-bromothiophene-2-yl)methylene)piperazine-2,5-dione